5-(tert-butyl)-7-(ferrocen-1-yl)-6-methoxy-2-methyl-1H-indene C(C)(C)(C)C=1C=C2C=C(CC2=C(C1OC)[C-]1C=CC=C1)C.[CH-]1C=CC=C1.[Fe+2]